2-Methyl-butyric acid 7-[4-(4-benzo[b]thiophen-4-ylpiperazin-1-yl)butoxy]-4,4-dimethyl-2-oxo-3,4-dihydro-2H-quinolin-1-ylmethyl ester S1C2=C(C=C1)C(=CC=C2)N2CCN(CC2)CCCCOC2=CC=C1C(CC(N(C1=C2)COC(C(CC)C)=O)=O)(C)C